1-(6-chloropyridin-3-yl)-N-(3,4-difluorobenzyl)methylamine ClC1=CC=C(C=N1)CNCC1=CC(=C(C=C1)F)F